3-(3-Hydroxy-5-(1-(3-(trifluoromethyl)phenyl)-1H-pyrazol-4-yl)pyridinecarboxamido)-2,2-dimethylpropionic acid OC=1C(=NC=C(C1)C=1C=NN(C1)C1=CC(=CC=C1)C(F)(F)F)C(=O)NCC(C(=O)O)(C)C